3-[(4-chloro-2-hydroxybenzyl)amino]pyridine-4-carboxylic acid ClC1=CC(=C(CNC=2C=NC=CC2C(=O)O)C=C1)O